ClC1=C(C=C(C=C1OC)C(=O)C1=CC=CC=C1)I (4-Chloro-3-iodo-5-methoxyphenyl)(phenyl)methanone